NC=1C2=C(N=CN1)N(C1=C2C=2C(C(CC1)O)=C(ON2)C2CC2)C(C(F)(F)F)C 11-Amino-3-cyclopropyl-7-(1,1,1-trifluoropropan-2-yl)-4,5,6,7-tetrahydroisoxazolo[4'',3'':6',7']cyclohepta[1',2':4,5]pyrrolo[2,3-d]pyrimidin-4-ol